2-chloro-4-pyridinecarbonitrile ClC1=NC=CC(=C1)C#N